1-(5-bromo-3-(ethylthio)pyridin-2-yl)propan-1-one BrC=1C=C(C(=NC1)C(CC)=O)SCC